(1R,5S)-3-(7-(3-hydroxynaphthalen-1-yl)-2-((tetrahydro-1H-pyrrolizin-7a(5H)-yl)methoxy)quinazolin-4-yl)-N-((R)-pyrrolidin-3-yl)-3,8-diazabicyclo[3.2.1]octane-8-carboxamide OC=1C=C(C2=CC=CC=C2C1)C1=CC=C2C(=NC(=NC2=C1)OCC12CCCN2CCC1)N1C[C@H]2CC[C@@H](C1)N2C(=O)N[C@H]2CNCC2